(S)-4-(3-(3,5-dimethylphenyl)-5H-pyrrolo[2,3-b]pyrazin-5-yl)-2-(pyrrolidin-3-ylamino)benzoic acid CC=1C=C(C=C(C1)C)C1=CN=C2C(=N1)N(C=C2)C2=CC(=C(C(=O)O)C=C2)N[C@@H]2CNCC2